OC=1C=C(C2=C(N(C(N2C)=O)C)C1)C1CCN(CC1)C(=O)OC(C)(C)C tert-butyl 4-(6-hydroxy-1,3-dimethyl-2-oxo-benzimidazol-4-yl)piperidine-1-carboxylate